1-(6-aminopyridin-3-yl)-6-chloro-7-(3-((2-hydroxyethyl)(methyl)amino)-1H-pyrazol-1-yl)-4-oxo-1,4-dihydroquinoline-3-carboxylic acid NC1=CC=C(C=N1)N1C=C(C(C2=CC(=C(C=C12)N1N=C(C=C1)N(C)CCO)Cl)=O)C(=O)O